C(C)C(=C(C(=O)O)CCCCCC)C1=CC=CC=C1 Ethylhexyl-cinnamic acid